COC=1C=C(C=CC1C)N(C(=O)[C@H]1N(C(OC1)=O)C1=NC(=CC(=C1)C(F)(F)F)C)C (S)-N-(3-Methoxy-4-methyl-phenyl)-N-methyl-3-(6-methyl-4-(trifluoromethyl)pyridin-2-yl)-2-oxooxazolidine-4-carboxamide